5-HYDROXYMETHYL-2-FURFURAL C1=C(OC(=C1)C=O)CO